2-(((S)-2-((R)-2-amino-3-methylbutanamido)-3-hydroxypropionamido)methoxy)acetic acid N[C@@H](C(=O)N[C@H](C(=O)NCOCC(=O)O)CO)C(C)C